Methyl bicyclo[2.1.1]hexane-1,4-dicarboxylate C12(CCC(C1)(C2)C(=O)[O-])C(=O)OC